Cl.CC1=NOC2=C1C=NC(=C2)[C@@H](C)N (R)-1-(3-methylisoxazolo[4,5-c]pyridin-6-yl)ethan-1-amine, hydrochloride